N-(4-(8-ethyl-2-(((3S,5S)-5-fluoropiperidin-3-yl)amino)-7-oxo-7,8-dihydropyrido[2,3-d]pyrimidin-6-yl)-2,3,6-trifluorophenyl)-1-(1-fluorocyclopropyl)methanesulfonamide C(C)N1C(C(=CC2=C1N=C(N=C2)N[C@@H]2CNC[C@H](C2)F)C2=C(C(=C(C(=C2)F)NS(=O)(=O)CC2(CC2)F)F)F)=O